N-(4-carbamoyl-2-methoxy-phenyl)(2'R,3R,3'S,5'S)-6-chloro-3'-(3-chloro-2-fluoro-phenyl)-5'-(3-fluoro-2,2-dimethyl-propyl)-2-oxo-spiro[indoline-3,4'-pyrrolidine]-2'-carboxamide C(N)(=O)C1=CC(=C(C=C1)NC(=O)[C@@H]1N[C@H]([C@]2([C@H]1C1=C(C(=CC=C1)Cl)F)C(NC1=CC(=CC=C12)Cl)=O)CC(CF)(C)C)OC